NC1=NC2=CC(=CC=C2C(=C1)N[C@@H]1C[C@H]2C[C@@H]([C@@H]1O2)O)C2=CC=NN2 (1R,2S,4S,6R)-6-(2-amino-7-(1H-pyrazol-5-yl)quinolin-4-ylamino)-7-oxabicyclo[2.2.1]heptan-2-ol